N-{2-[4-amino-7-(1H-pyrazol-3-yl)-2H-pyrazolo[4,3-c]quinolin-2-yl]ethyl}pyridine-2-carboxamide NC1=NC=2C=C(C=CC2C=2C1=CN(N2)CCNC(=O)C2=NC=CC=C2)C2=NNC=C2